F[C@@H]1CN(CC[C@H]1NC1=NN2C(C(=N1)OC([2H])([2H])[2H])=C(C=C2)C=2C=CC1=C(N(N=N1)CCF)C2)C2COC2 N-((3R,4R)-3-fluoro-1-(oxetan-3-yl)piperidin-4-yl)-5-(1-(2-fluoroethyl)-1H-benzo[d][1,2,3]triazol-6-yl)-4-(methoxy-d3)pyrrolo[2,1-f][1,2,4]triazin-2-amine